C(C)N1CCC(CC1)N1CCN(CC1)C1CCN(CC1)C1=C(C=NC2=CC=C(C=C12)S(=O)C)S(=O)(=O)C1=CC=C(C=C1)OCCCCCCCCCCCCCCCC 4-(4-(4-(1-ethylpiperidin-4-yl)piperazin-1-yl)piperidin-1-yl)-3-((4-(hexadecyloxy)phenyl)sulfonyl)-6-(methylsulfinyl)quinoline